OC1=C(/C=C/C2=CC=3C(C4=CC=CC=C4C(C3C=C2)=O)=O)C=CC=C1 (E)-2-(2-hydroxystyryl)-9,10-anthraquinone